tert-butyl 3-bromospiro[5H-furo[3,4-b]pyridine-7,3'-azetidine]-1'-carboxylate BrC=1C=C2C(=NC1)C1(CN(C1)C(=O)OC(C)(C)C)OC2